(S)-2-(4-((4-(3-((2-(1-hydroxyethyl)-1H-imidazol-1-yl)methyl)isoxazol-5-yl)phenyl)ethynyl)phenyl)propan-2-ol O[C@@H](C)C=1N(C=CN1)CC1=NOC(=C1)C1=CC=C(C=C1)C#CC1=CC=C(C=C1)C(C)(C)O